C(C)OCC1(CN(CC1)CC=1C=CC(=NC1)C)CCC1=CC=C(C=C1)F 5-((3-(ethoxymethyl)-3-(4-fluoro-phenethyl)pyrrolidin-1-yl)methyl)-2-methylpyridine